NCCCN(CCCNS(=O)(=O)C1=CC=C(C)C=C1)CC1CCCCC1 N-(3-((3-aminopropyl)(cyclohexylmethyl)amino)propyl)-4-toluenesulfonamide